FC=1C=C2C=C(NC2=C(C1)F)C1=CC=C(C=C1)Cl 5,7-difluoro-2-(4-chlorophenyl)-1H-indole